2-ethoxy-5-fluoropyrimidin C(C)OC1=NC=C(C=N1)F